ClC1=C(C(=O)NC(C(=O)O)CNC(=O)N[C@@H]2CCC3=CC=CC=C23)C(=CC=C1N(C1=NC2=CC=CC=C2C=N1)C)Cl 2-(2,6-dichloro-3-(methyl(quinazolin-2-yl)amino)benzamido)-3-(3-((R)-2,3-dihydro-1H-inden-1-yl)ureido)propanoic acid